(S)-(4-(2-isopropylphenyl)-2-methyl-4-oxobutyl)carbamic acid tert-butyl ester C(C)(C)(C)OC(NC[C@H](CC(=O)C1=C(C=CC=C1)C(C)C)C)=O